(Z)-5-(4-Methylpyridin-3-yl)-3-(1-((1-(1-(oxetan-3-yl)piperidin-4-yl)-1H-pyrazol-3-yl)amino)ethylidene)-1H-pyrrolo[2,3-c]pyridin-2(3H)-one CC1=C(C=NC=C1)C=1C=C/2C(=CN1)NC(\C2=C(\C)/NC2=NN(C=C2)C2CCN(CC2)C2COC2)=O